C(C)(=O)OCCC1CN(CC1)C1=C(C=C(C=C1F)Br)F 2-[1-(4-bromo-2,6-difluoro-phenyl) pyrrolidin-3-yl]Ethyl acetate